O=C1NCC[C@H]1CNNC(=O)[C@@H]1[C@@H]2[C@H](CN1C(=O)[C@H](C(C)(C)C)NC(C)=O)CCC2 N-[(1S)-1-[(3S,3aS,6aR)-3-[[[(3S)-2-oxopyrrolidin-3-yl]methylamino]carbamoyl]-3,3a,4,5,6,6a-hexahydro-1H-cyclopenta[c]pyrrole-2-carbonyl]-2,2-dimethyl-propyl]acetamide